4-bromo-6,12-dioxoindolo[2,1-b]quinazoline-8-carbonitrile BrC=1C=CC=C2C(N3C(=NC12)C(C1=CC(=CC=C13)C#N)=O)=O